P(=O)(O)(O)O.C(CCCCCCC)N1CN(C=C1)C 1-octyl-3-methylimidazole phosphate